4-(Bis(4-fluorophenyl)methyl)-1-(6-cyano-1-methyl-2-oxo-1,2-dihydro-1,5-naphthyridin-4-yl)piperazine-2-carboxylic acid FC1=CC=C(C=C1)C(N1CC(N(CC1)C1=CC(N(C2=CC=C(N=C12)C#N)C)=O)C(=O)O)C1=CC=C(C=C1)F